C(C)(C)(C)OC(=O)N1C[C@@H](CCC1)O (R)-3-hydroxypiperidine-1-carboxylic acid tert-butyl ester